FC1=C(C=C(C=C1)N1C(=C(C2=C(C=CC=C12)O)C1=CC=C(C(=O)O)C=C1)C(COC)(C)C)OC 4-[1-(4-fluoro-3-methoxy-phenyl)-4-hydroxy-2-(2-methoxy-1,1-dimethyl-ethyl)indol-3-yl]benzoic acid